1-(2-ethoxy-2-oxoethyl)-5-methyl-1H-pyrazole-3-carboxylic acid C(C)OC(CN1N=C(C=C1C)C(=O)O)=O